phenyl (3-((4-fluorophenyl)ethynyl)-4-(((1-methyl-1H-pyrazole-3-yl)methyl)sulfonyl)phenyl)carbamate FC1=CC=C(C=C1)C#CC=1C=C(C=CC1S(=O)(=O)CC1=NN(C=C1)C)NC(OC1=CC=CC=C1)=O